C(C)C1=C(C=CC=C1)NC(C1=C(C=C(C(=C1)F)N1N=C2N(CCCC2)C1=O)O[C@H](C(F)(F)F)C)=O N-(2-ethylphenyl)-5-fluoro-4-(3-oxo-5,6,7,8-tetrahydro[1,2,4]triazolo[4,3-a]pyridin-2(3H)-yl)-2-{[(2S)-1,1,1-trifluoropropan-2-yl]oxy}benzamide